hexahydrocyclobuta[3,4]pyrrolo[1,2-c]oxazol-5(3H)-one C1C2N(CO1)C(C1C2CC1)=O